FC=1C=2N(C=C(C1)C=1C=CN3N=C(N=C(C31)OC)NC3CCC1(CC1)CC3)C(=CN2)C(=O)NC 8-fluoro-6-(4-methoxy-2-(spiro[2.5]octan-6-ylamino)pyrrolo[2,1-f][1,2,4]triazin-5-yl)-N-methylimidazo[1,2-a]pyridine-3-carboxamide